[Si](C)(C)(C(C)(C)C)OCC1CN2C(O1)=C(C=N2)S(=O)(NC(C2=CC=CC=C2)(C2=CC=CC=C2)C2=CC=CC=C2)=N 2-(((tert-butyldimethylsilyl)oxy)methyl)-N-trityl-2,3-dihydropyrazolo[5,1-b]oxazole-7-sulfonimidamide